NC1=NC=NC=2C3=C(\C(\C(C12)(C)C)=N/OCC(=O)OC)C=C(C=C3)O[C@@H]3CC[C@H](CC3)N methyl 2-[(Z)-[4-amino-8-(trans-4-aminocyclohexoxy)-5,5-dimethyl-benzo[h]quinazolin-6-ylidene]amino]oxyacetate